(3-(3-chloropropoxy)propyl)triphenylphosphonium chloride [Cl-].ClCCCOCCC[P+](C1=CC=CC=C1)(C1=CC=CC=C1)C1=CC=CC=C1